1,5-diisocyanato-2-hexene N(=C=O)CC=CCC(C)N=C=O